(S)-2'-(1H-1,3-benzodiazol-2-yl)-6'-chloro-4-[(1-cycloheptylbutyl)carbamoyl]-[1,1'-biphenyl]-2-carboxylic acid N1C(=NC2=C1C=CC=C2)C2=C(C(=CC=C2)Cl)C=2C(=CC(=CC2)C(N[C@@H](CCC)C2CCCCCC2)=O)C(=O)O